CN1N=CC(=N1)C1=CC=C2C(=N1)C(=CS2)C2=CC=NC=C2 5-(2-methyl-2H-1,2,3-triazol-4-yl)-3-(pyridin-4-yl)thieno[3,2-b]pyridine